γ-(methacryloyloxy)propyltrimethoxysilane C(C(=C)C)(=O)OCCC[Si](OC)(OC)OC